FC(C(=O)[O-])(F)F.FC(C(=O)[O-])(F)F.[I+3] iodine (III) bistrifluoroacetate